The molecule is a quinone imine that is 1,4-benzoquinone imine substituted by a methoxy group at position 3 and a (phenylacetyl)nitrilo group attached to the nitrogen atom. Isolated from the fermentation broth of Penicillium minioluteum, it exhibits neurotrophic effect of NGF. It has a role as a nerve growth factor stimulator and a Penicillium metabolite. It is a hydrazone, a carbohydrazide and a quinone imine. It derives from a 1,4-benzoquinone imine. COC1=C(C=CC(=C1)O)N=NC(=O)CC2=CC=CC=C2